7-((3S,5R)-4-acryloyl-3,5-dimethylpiperazin-1-yl)-10-(3,4-dichlorophenyl)-3-(methoxymethyl)-9-(trifluoromethyl)-2,3-dihydro-5H-[1,4]thiazino[2,3,4-ij]quinazolin-5-one C(C=C)(=O)N1[C@H](CN(C[C@H]1C)C1=NC(N2C3=C(C(=C(C=C13)C(F)(F)F)C1=CC(=C(C=C1)Cl)Cl)SCC2COC)=O)C